FC1=C(C(=CC=C1)F)C1=CC(=C(N=N1)C(=O)N)NC1=CC=C(C=C1)C(NC)=O 6-(2,6-Difluorophenyl)-4-((4-(methylcarbamoyl)phenyl)amino)pyridazine-3-carboxamide